potassium 2-(tert-butyl)-2-pentyl malonate C(CC(=O)[O-])(=O)OC(C)(CCC)C(C)(C)C.[K+]